4-(2-(2-fluoroacryloyl)-2,7-diazaspiro[3.5]nonan-7-yl)quinazoline FC(C(=O)N1CC2(C1)CCN(CC2)C2=NC=NC1=CC=CC=C21)=C